C(=O)(OCC1=CC=CC=C1)N(CCOCCO)C N-Cbz-2-(2-methylamino-ethoxy)-ethanol